6-[4-[Acetyl-(cyclopropylmethyl)amino]-3-chloro-phenyl]-N-[(6-methyl-3-pyridinyl)methyl]pyridine-3-carboxamide C(C)(=O)N(C1=C(C=C(C=C1)C1=CC=C(C=N1)C(=O)NCC=1C=NC(=CC1)C)Cl)CC1CC1